C1([C@@H](O)[C@H](O)[C@H](O)[C@@H](O1)C)OC1[C@H](O)[C@@H](O)[C@H](O[C@H]2[C@H](O)[C@@H](O)[C@@H](O)[C@H](O2)CO)[C@H](O1)CO O-FUCOSYLLACTOSE